C(CCCCCCCCCCCCCCCCC)OC(C(C)C1=CC(=C(C(=C1)C(C)(C)C)O)C(C)(C)C)=O (4-hydroxy-3,5-di-tert-butyl-phenyl)propionic acid n-octadecyl ester